3-chloropropionamide ClCCC(=O)N